C1(C=CC(CC1)O)O 2-cyclohexen-1,4-diol